(R)-1-(3-(1,1-Difluoro-2-methoxyethyl)-2-fluorophenyl)ethan-1-amine hydrochloride Cl.FC(COC)(F)C=1C(=C(C=CC1)[C@@H](C)N)F